tert-butyl 4-[1-(2,6-dioxo-3-piperidyl)-2-methyl-indol-5-yl]-3,6-dihydro-2H-pyridine-1-carboxylate O=C1NC(CCC1N1C(=CC2=CC(=CC=C12)C=1CCN(CC1)C(=O)OC(C)(C)C)C)=O